C(C)(C)NC=NC(C)C N,N'-diisopropylformamidine